C1CC(CCC1)NS(O)(=O)=O 3-cyclohexylsulfamic acid